CN1NC(CCCC1)=O methyl-diazepanone